2-[(4-{3-[(4-chloro-2-fluorophenyl)methoxy]-1H-1,2,4-triazol-1-yl}piperidin-1-yl)methyl]-1-{[(2S)-oxetan-2-yl]methyl}-1H-benzimidazole-6-carboxylic acid ClC1=CC(=C(C=C1)COC1=NN(C=N1)C1CCN(CC1)CC1=NC2=C(N1C[C@H]1OCC1)C=C(C=C2)C(=O)O)F